C(C1=CC=CC=C1)(C1=CC=CC=C1)N1CC2CCC(C1)N2C=2C=C1C(N(C(C1=CC2)=O)C2C(NC(CC2)=O)=O)=O 5-(3-benzhydryl-3,8-diazabicyclo[3.2.1]oct-8-yl)-2-(2,6-dioxopiperidin-3-yl)isoindoline-1,3-dione